Di-(tert-butyl)(3,5-di-(trifluoroethoxy)phenyl)phosphonium tetraphenylborate C1(=CC=CC=C1)[B-](C1=CC=CC=C1)(C1=CC=CC=C1)C1=CC=CC=C1.C(C)(C)(C)[PH+](C1=CC(=CC(=C1)OCC(F)(F)F)OCC(F)(F)F)C(C)(C)C